4,4-diisothiocyanostilbene-2,2'-disulfonic acid N(=C=S)C1(CC(=C(C=C1)C=CC=1C(=CC=CC1)S(=O)(=O)O)S(=O)(=O)O)N=C=S